OCC(SCCSCCS)CSCCSCCS 7-hydroxymethyl-1,14-dimercapto-3,6,9,12-tetrathiatetradecane